C(CCC\C=C/CC)OC(CCC(=O)OCC(COC(OCC(OC(NCCN1CCCC1)=O)CCCCCC)=O)COC(CCCCCCCC=CCC=CCCCCC)=O)OCCCC\C=C/CC octadec-9,12-dienoic acid 12-(((4,4-bis(((Z)-oct-5-en-1-yl) oxy) butanoyl) oxy) methyl)-6-hexyl-4,9-dioxo-1-(pyrrolidin-1-yl)-5,8,10-trioxa-3-azatridecan-13-yl ester